Methyl (S)-5-(((S)-1-(tert-butoxycarbonyl) azetidin-2-yl) methyl)-6'-chloro-3',4,4',5-tetrahydro-2H,2'H-spiro[benzo[b][1,4]oxazepine-3,1'-naphthalene]-7-carboxylate C(C)(C)(C)OC(=O)N1[C@@H](CC1)CN1C2=C(OC[C@]3(CCCC4=CC(=CC=C34)Cl)C1)C=CC(=C2)C(=O)OC